(R)-N'-((3,7-dimethyl-2-(trifluoromethyl)-6,7-dihydro-5H-cyclopenta[b]pyridin-4-yl)carbamoyl)-2-(2-hydroxypropan-2-yl)thiazole-5-sulfonimidamide CC=1C(=C2C(=NC1C(F)(F)F)C(CC2)C)NC(=O)N=[S@](=O)(N)C2=CN=C(S2)C(C)(C)O